ClC1=CC=C(C=C1)C1=CC(=C(C(O1)=O)C#N)N1CCN(CC1)C1=C(C=CC=C1)Cl 6-(4-chlorophenyl)-4-(4-(2-chlorophenyl)piperazin-1-yl)-2-oxo-2H-pyran-3-carbonitrile